NC1CCC2=C(NC1=O)N=CC(=C2)/C=C/C(=O)N(CC=2OC1=C(C2C)C(=CC=C1)CNC=1C=NC=CC1)C (E)-3-(7-amino-8-oxo-6,7,8,9-tetrahydro-5H-pyrido[2,3-b]azepin-3-yl)-N-methyl-N-((3-methyl-4-((pyridin-3-ylamino)methyl)benzofuran-2-yl)methyl)acrylamide